dibenzalaceton C(C1=CC=CC=C1)=CC(=O)C=CC1=CC=CC=C1